8-(4-methyl-phenyl)-naphthylacetamide-1-imine CC1=CC=C(C=C1)C=1C=CC=C2C=CC=C(C12)CC(N)=N